FC(C1=NC=CC(=C1)OC1=CC=C(COC=2C=C3N(C(N2)=O)CC24N3CC(C2)C4)C=C1)(F)F 3-((4-((2-(trifluoromethyl)pyridin-4-yl)oxy)benzyl)oxy)-7,8-dihydro-1H,6H,9H-7,8a-methanopyrrolo[1',2':3,4]imidazo[1,2-c]pyrimidin-1-one